FC1=C(C=CC(=C1)C(F)(F)F)CP(OCC)(OCC)=O Diethyl [2-fluoro-4-(trifluoromethyl)phenyl]methylphosphonate